(E)-7-(2-ethoxyvinyl)-6-fluoro-[1,2,4]triazolo[4,3-a]pyridine C(C)O/C=C/C1=CC=2N(C=C1F)C=NN2